Tri(2-chloro-1-methylethyl)phosphat ClCC(C)OP(=O)(OC(CCl)C)OC(CCl)C